C(C)(C)(C)[Si](OC1CCN(CC1)C1=C(C=C2C(=N1)N=C(S2)N2CCOCC2)[N+](=O)[O-])(C)C 4-(5-(4-((tertbutyldimethylsilyl)oxy)piperidin-1-yl)-6-nitrothiazolo[4,5-b]pyridin-2-yl)morpholine